Isobutyl 5-{[2-(4-bromophenyl)imidazo[1,2-a]pyridin-3-yl]methyl}hexahydropyrrolo[3,4-c]pyrrole-2(1H)-carboxylate BrC1=CC=C(C=C1)C=1N=C2N(C=CC=C2)C1CN1CC2C(C1)CN(C2)C(=O)OCC(C)C